O=C1NC(CCC1N1C(C2=CC=CC(=C2C1=O)SCCOCCC(=O)O)=O)=O 3-(2-((2-(2,6-dioxopiperidin-3-yl)-1,3-dioxoisoindolin-4-yl)thio)ethoxy)propionic acid